5-(2-Ethoxyanilino)-7-[(4-methoxyphenyl)methyl-methyl-amino]-N-[rac-1-methyl-2-oxo-pyrrolidin-3-yl]pyrazolo[1,5-a]pyrimidine-3-carboxamide C(C)OC1=C(NC2=NC=3N(C(=C2)N(C)CC2=CC=C(C=C2)OC)N=CC3C(=O)N[C@H]3C(N(CC3)C)=O)C=CC=C1 |r|